CC=1C=C(C=C(C1N1CCN(CC1)C)C)C=1C=C2C(=NC1)NC=C2C#CC(C)(C)OCCC#N 3-((4-(5-(3,5-dimethyl-4-(4-methylpiperazin-1-yl)phenyl)-1H-pyrrolo[2,3-b]pyridin-3-yl)-2-methylbut-3-yn-2-yl)oxy)propionitrile